1,2,3-tris-[(2-ethylhexyl)oxy]propane C(C)C(COCC(COCC(CCCC)CC)OCC(CCCC)CC)CCCC